(1R,2S,5S)-N-((S)-1-hydroxy-3-((S)-2-oxopyrrolidin-3-yl)propan-2-yl)-3-(4-methoxy-1H-indole-2-carbonyl)-6,6-dimethyl-3-azabicyclo[3.1.0]hexane-2-carboxamide OC[C@H](C[C@H]1C(NCC1)=O)NC(=O)[C@@H]1[C@H]2C([C@H]2CN1C(=O)C=1NC2=CC=CC(=C2C1)OC)(C)C